(2S,3S,4R,5R)-5-(5-bromo-7H-pyrrolo[2,3-d]pyrimidin-7-yl)-2-fluoro-2-(hydroxymethyl)tetrahydrofuran-3,4-diol BrC1=CN(C=2N=CN=CC21)[C@H]2[C@@H]([C@@H]([C@](O2)(CO)F)O)O